tert-butyl 4-((6-(5-cyanopyrazin-2-ylamino)-3-(4-phenoxyphenyl)pyridazin-4-ylamino)methyl)piperidine-1-carboxylate C(#N)C=1N=CC(=NC1)NC1=CC(=C(N=N1)C1=CC=C(C=C1)OC1=CC=CC=C1)NCC1CCN(CC1)C(=O)OC(C)(C)C